C(#N)C1=C(C=CC=C1C=1OC2=C(N1)C=C(C(=C2)OC(F)F)CN2[C@@H](CCC2)C(=O)O)C2=C(C=CC=C2)C#N ((2-(2,2'-dicyano-[1,1'-biphenyl]-3-yl)-6-(difluoromethoxy)benzo[d]oxazol-5-yl)methyl)-L-proline